(S)-2-[1-(5-cyanopyridin-2-yl)piperidin-4-yl]-N-(2-{[6-Oxo-5-(trifluoromethyl)-1,6-dihydropyridazin-4-yl]amino}propoxy)acetamide C(#N)C=1C=CC(=NC1)N1CCC(CC1)CC(=O)NOC[C@H](C)NC=1C=NNC(C1C(F)(F)F)=O